ClC=1C=CC2=C(C=C(O2)C2=CN=CC3=C2SCCN3S(=O)(=O)C3=NN(C=C3)C)C1 8-(5-Chlorobenzofuran-2-yl)-4-((1-methyl-1H-pyrazol-3-yl)sulfonyl)-3,4-dihydro-2H-pyrido[4,3-b][1,4]thiazine